ClC1=C(NC2=NC=CC=C2C2=CC(=NC=N2)NC2=C(C=C(C=C2)OC2CCN(CC2)C)[N+](=O)[O-])C(=C(C=C1OC)OC)Cl 6-[2-(2,6-dichloro-3,5-dimethoxy-anilino)-3-pyridinyl]-N-[4-[(1-methyl-4-piperidinyl)oxy]-2-nitro-phenyl]pyrimidin-4-amine